tert-Butyl (3S,4S)-4-((2-cyanopyrimidin-4-yl)amino)-3-fluoropiperidine-1-carboxylate C(#N)C1=NC=CC(=N1)N[C@@H]1[C@H](CN(CC1)C(=O)OC(C)(C)C)F